NC1=C(C=C(OC2=CC(=NC=C2)N2CC(C2)(O)C(C)C)C=C1)F 1-[4-(4-amino-3-fluoro-phenoxy)-2-pyridyl]-3-isopropyl-azetidin-3-ol